6-{5-chloro-2-[(oxacyclohex-4-yl)amino]pyrimidin-4-yl}-2-[2-oxo-2-(1,2,3,4-tetrahydroquinolin-1-yl)ethyl]-2,3-dihydro-1H-isoindol-1-one ClC=1C(=NC(=NC1)NC1CCOCC1)C1=CC=C2CN(C(C2=C1)=O)CC(N1CCCC2=CC=CC=C12)=O